C1(=CC=CC=C1)OS(=O)(=O)C1=C(C=CC=C1)Cl phenyl-2-chlorobenzenesulfonate